1-(4-benzyl-1,3-oxazol-2-yl)piperazine C(C1=CC=CC=C1)C=1N=C(OC1)N1CCNCC1